N,7-dibenzyl-1-isobutyl-4-methyloctahydro-6H-3,6-methanopyrrolo[3,2-c]pyridine-6-carboxamide C(C1=CC=CC=C1)NC(=O)C12C(C3C(C(N1)C)C(CN3CC(C)C)C2)CC2=CC=CC=C2